5-bromo-6-fluoro-1-(oxetan-3-yl)-1,3-dihydrobenzo[c]isothiazole 2,2-dioxide BrC1=CC2=C(N(S(C2)(=O)=O)C2COC2)C=C1F